2-(3-(2,3-dihydro-1H-inden-2-yl)-2,3-dihydro-1H-pyrrolo[2,3-c]pyridin-1-yl)-5-fluoro-N-isopropyl-N-methylbenzamide C1C(CC2=CC=CC=C12)C1CN(C2=CN=CC=C21)C2=C(C(=O)N(C)C(C)C)C=C(C=C2)F